4-chloro-6-cyclopropyloxy-2-(4-(4-((2,4-dimethoxybenzyl)amino)imidazo[1,5-a]quinoxalin-7-yl)-1-methyl-1H-pyrazol-5-yl)-3-fluorobenzonitrile ClC1=C(C(=C(C#N)C(=C1)OC1CC1)C1=C(C=NN1C)C=1C=C2N=C(C=3N(C2=CC1)C=NC3)NCC3=C(C=C(C=C3)OC)OC)F